N1C(CCC1)=O Pyrrolin-2(3H)-one